C(C)(C)(C)OC(=O)N[C@@H](COCC(=N)NO)C(=O)O N-(tert-butoxycarbonyl)-O-(2-(hydroxyamino)-2-iminoethyl)-L-serine